(1S,3R)-2-(2-fluoro-2-methyl-propyl)-3-methyl-1-[5-[(3S)-1-propylpyrrolidin-3-yl]oxy-2-thienyl]-1,3,4,9-tetrahydropyrido[3,4-b]indole FC(CN1[C@@H](C=2NC3=CC=CC=C3C2C[C@H]1C)C=1SC(=CC1)O[C@@H]1CN(CC1)CCC)(C)C